(7-((3aS,4S,6R,6aS)-6-cyano-6-(hydroxymethyl)-2,2-dimethyltetrahydrofurano[3,4-d][1,3]dioxol-4-yl)pyrrolo[2,1-f][1,2,4]triazin-4-yl)carbamic acid tert-butyl ester C(C)(C)(C)OC(NC1=NC=NN2C1=CC=C2[C@@H]2O[C@@]([C@H]1OC(O[C@H]12)(C)C)(CO)C#N)=O